C1(=CC=CC=C1)CCCN[C@H](C)C1=CC(=CC=C1)OC (R)-N-(3-phenylpropyl)-1-(3-methoxyphenyl)ethylamine